(Z)-5-((1H-pyrrolo[2,3-c]pyridin-3-yl)methylene)oxazolidine-2,4-dione N1C=C(C=2C1=CN=CC2)\C=C/2\C(NC(O2)=O)=O